3-[({4-[7-(aminocarbonyl)-5-fluoro-2H-indazol-2-yl]phenyl}amino)carbonyl]azetidinium trifluoroacetate FC(C(=O)[O-])(F)F.NC(=O)C1=CC(=CC2=CN(N=C12)C1=CC=C(C=C1)NC(=O)C1C[NH2+]C1)F